N-{[(9H-fluoren-9-yl)methoxy]carbonyl}-L-valyl-N-[4-({[tert-butyl(diethyl)silyl]oxy}methyl)-3-(3-hydroxyprop-1-yn-1-yl)phenyl]-N5-carbamoyl-L-ornithinamide C1=CC=CC=2C3=CC=CC=C3C(C12)COC(=O)N[C@@H](C(C)C)C(=O)N[C@@H](CCCNC(N)=O)C(=O)NC1=CC(=C(C=C1)CO[Si](CC)(CC)C(C)(C)C)C#CCO